(e)-2-methoxycyclohexan-1-one oxime COC1/C(/CCCC1)=N/O